4-bromo-2-cyclopropylbenzo[d]isothiazol-3(2H)-one 1,1-dioxide BrC1=CC=CC2=C1C(N(S2(=O)=O)C2CC2)=O